DIMETHYL-HYDROQUINONE potassium [K].CC=1C(=C(O)C=CC1O)C